methyl-3-(2-((3-(tetrahydro-2H-pyran-4-yl)-2,3,4,5-tetrahydro-1H-benzo[d]azepin-7-yl)amino)quinazolin-8-yl)benzamide CC1=C(C(=O)N)C=CC=C1C=1C=CC=C2C=NC(=NC12)NC1=CC2=C(CCN(CC2)C2CCOCC2)C=C1